N-[4-[4-amino-1-[2-[4-(dimethylamino)-1-piperidinyl]ethyl]-1H-pyrazolo[3,4-d]pyrimidin-3-yl]-2-methoxyphenyl]-carbamic acid, 1,1-dimethylethyl ester NC1=C2C(=NC=N1)N(N=C2C2=CC(=C(C=C2)NC(OC(C)(C)C)=O)OC)CCN2CCC(CC2)N(C)C